Cl.C1NCC2=CC(=CC=C12)CN1CCC(CC1)CC(=O)N1CCN(CC1)C=1C=C2CN(C(C2=CC1)=O)C1C(NC(CC1)=O)=O 3-(5-(4-(2-(1-(Isoindolin-5-ylmethyl)piperidin-4-yl)acetyl)piperazin-1-yl)-1-oxoisoindolin-2-yl)piperidine-2,6-dione, Hydrochloride